dioleyl-monoethanolamine C(CCCCCCC\C=C/CCCCCCCC)N(CCO)CCCCCCCC\C=C/CCCCCCCC